N1CCC(CC1)[C@H]1N(CCC1)C(=O)OC(C)(C)C (S)-tert-Butyl 2-(piperidin-4-yl)pyrrolidine-1-carboxylate